C1(=CC(=CC=C1)CCO)CCO 2,2'-(1,3-phenylene)diethanol